C(C)(=O)N1CC(C1)(C1=CC=C(C=C1)F)NC(=O)C1=NN2C(C(NC(=C2)C2=CC3=CC=CC=C3C=C2)=O)=C1 N-[1-Acetyl-3-(4-fluorophenyl)azetidin-3-yl]-6-(2-naphthyl)-4-oxo-5H-pyrazolo[1,5-a]pyrazine-2-carboxamide